C(C)(C)(C)OC(NCC1=CC(=C(C=C1)Br)C(F)F)=O (4-bromo-3-(difluoromethyl)benzyl)carbamic acid tert-butyl ester